2-[6-[2-cyano-3-[[ethyl(methyl)sulfamoyl]amino]anilino]-4-oxo-quinazolin-3-yl]acetic acid C(#N)C1=C(NC=2C=C3C(N(C=NC3=CC2)CC(=O)O)=O)C=CC=C1NS(N(C)CC)(=O)=O